(Z)-ethyl 2-((dimethylamino) methylene)-3-oxobutyrate CN(C)\C=C(/C(=O)OCC)\C(C)=O